ClC1=CC=C(C(=N1)C1=NOC(N1)=O)N[C@H](C)C=1C=C(C=C2C(C(=C(OC12)C=1C(=NC=CC1F)F)C)=O)C 3-[6-Chloro-3-[[(1R)-1-[2-(2,4-difluoro-3-pyridyl)-3,6-dimethyl-4-oxo-chromen-8-yl]ethyl]amino]-2-pyridyl]-4H-1,2,4-oxadiazol-5-one